2-(1-((3S,4S)-3-Fluoro-1-(oxetan-3-yl)piperidin-4-yl)-1H-pyrazol-4-yl)-8-methyl-7-((2-methyl-1-((2-(trimethylsilyl)ethoxy)methyl)-1H-benzo[d]imidazol-6-yl)oxy)quinoxaline F[C@H]1CN(CC[C@@H]1N1N=CC(=C1)C1=NC2=C(C(=CC=C2N=C1)OC=1C=CC2=C(N(C(=N2)C)COCC[Si](C)(C)C)C1)C)C1COC1